1-(1-methylcyclobutyl)-1,4-dihydropyrazine-2,3-dione CC1(CCC1)N1C(C(NC=C1)=O)=O